[Cl-].[Cl-].C1(=CC=CC=C1)C[SiH2][Zr+2](C1C=CC2=CC=CC=C12)C1C=CC2=CC=CC=C12 phenylmethylsilylbis(indenyl)zirconium dichloride